(1S,3S)-3-((6-(3-(((benzyl(methyl)carbamoyl)oxy)methyl)-5-chlorothiophen-2-yl)-2-methylpyridin-3-yl)oxy)cyclohexane-1-carboxylate C(C1=CC=CC=C1)N(C(=O)OCC1=C(SC(=C1)Cl)C1=CC=C(C(=N1)C)O[C@@H]1C[C@H](CCC1)C(=O)[O-])C